3-[6-[(3S)-4-(2-azaspiro[3.5]nonan-7-ylmethyl)-3-methyl-piperazin-1-yl]-1-methyl-indazol-3-yl]piperidine-2,6-dione C1NCC12CCC(CC2)CN2[C@H](CN(CC2)C2=CC=C1C(=NN(C1=C2)C)C2C(NC(CC2)=O)=O)C